NC12CC(C1)(C2)N2C(C(CC2)C2=CC=C(C=C2)Cl)=O 1-(3-Aminobicyclo[1.1.1]pent-1-yl)-3-(4-chlorophenyl)pyrrolidin-2-one